4-amino-1-[(2R,4S,5R)-4-hydroxy-5-(hydroxymethyl)oxolan-2-yl]-5-methylpyrimidin-2-one NC1=NC(N(C=C1C)[C@@H]1O[C@@H]([C@H](C1)O)CO)=O